The molecule is an organophosphate oxoanion that is molybdopterin adenine dinucleotide protonated to pH 7.3. It is a conjugate base of a molybdopterin adenine dinucleotide. C1=NC(=C2C(=N1)N(C=N2)[C@H]3[C@@H]([C@@H]([C@H](O3)COP(=O)([O-])OP(=O)([O-])OC[C@@H]4C(=C([C@H]5[C@@H](O4)NC6=C(N5)C(=O)NC(=N6)N)S)[S-])O)O)N